methyl 4-((3-((3-aminopropyl) (methyl) amino) propyl) amino)-2-benzyl-9H-pyrimido[4,5-b]indole-7-carboxylate NCCCN(CCCNC1=NC(=NC=2NC3=CC(=CC=C3C21)C(=O)OC)CC2=CC=CC=C2)C